(naphthyl)(dimethylfluorenyl)(phenyl)amine C1(=CC=CC2=CC=CC=C12)N(C1=CC=CC=C1)C1=C(C(=CC=2C3=CC=CC=C3CC12)C)C